CC(=CC[C@H](CO)C(=C)C)C (S)-5-Methyl-2-(prop-1-en-2-yl)-hex-4-en-1-ol